(R)-1-(2-(3-((6-chloro-5-methylpyridazin-3-yl)amino)piperidin-1-yl)ethyl)piperidin-4-ol ClC1=C(C=C(N=N1)N[C@H]1CN(CCC1)CCN1CCC(CC1)O)C